(S)-N-((S)-(3-chloro-2,4-difluorophenyl)(3-(trifluoromethyl)bicyclo[1.1.1]pentan-1-yl)methyl)-2-oxoimidazolidine-4-carboxamide ClC=1C(=C(C=CC1F)[C@@H](NC(=O)[C@H]1NC(NC1)=O)C12CC(C1)(C2)C(F)(F)F)F